(R)-1-((4-(3-(5-amino-9-fluoro-7-methoxy-[1,2,4]triazolo[1,5-c]quinazolin-2-yl)piperidin-1-yl)-1H-pyrazol-1-yl)methyl)cyclobutan-1-ol NC1=NC=2C(=CC(=CC2C=2N1N=C(N2)[C@H]2CN(CCC2)C=2C=NN(C2)CC2(CCC2)O)F)OC